ClC1=C(C(=O)O)C=C(C=C1)C=1C=NN(C1)C=1N(N=C(C1C(F)(F)F)OC(F)F)C 2-chloro-5-[1-[5-(difluoromethoxy)-2-methyl-4-(trifluoromethyl)pyrazol-3-yl]pyrazol-4-yl]benzoic acid